tert-butyl ((1R,2R)-1-(4-fluoro-1-((2-(trimethylsilyl)ethoxy)methyl)-5-vinyl-1H-benzo[d]imidazol-2-yl)-2-(((R)-1,1,1-trifluoropropan-2-yl)oxy)propyl)carbamate FC1=C(C=CC=2N(C(=NC21)[C@H]([C@@H](C)O[C@@H](C(F)(F)F)C)NC(OC(C)(C)C)=O)COCC[Si](C)(C)C)C=C